(E)-3-(3,4-dihydroxyphenyl)-N-(4-fluorophenethyl)acrylamide OC=1C=C(C=CC1O)/C=C/C(=O)NCCC1=CC=C(C=C1)F